N-(2-{2-[4-amino-2-(2-methoxyethyl)-1H-imidazo[4,5-c]quinolin-1-yl]ethoxy}ethyl)tetradecanamide NC1=NC=2C=CC=CC2C2=C1N=C(N2CCOCCNC(CCCCCCCCCCCCC)=O)CCOC